C(C)(C)(C)OC(=O)N1C[C@@H]([C@H](CC1)N1N=C(C=2C1=NC=NC2N)C2=CC=C(C=C2)OC2=CC=CC=C2)F (3S,4S)-4-[4-amino-3-(4-phenoxyphenyl)pyrazolo[3,4-d]pyrimidin-1-yl]-3-fluoropiperidine-1-carboxylic acid tert-butyl ester